FC=1C=C(C=C(C1OCC(C)(C)O)C)C=1C(CCNN1)C 6-[3-fluoro-4-(2-hydroxy-2-methylpropoxy)-5-methylphenyl]-5-methyl-4,5-dihydro-2H-pyridazine